(R)-3-((R)-2-(3-fluoro-4-phosphonophenyl)-2-(5-methyl-1,2,4-oxadiazole-3-carboxamido)acetamido)-2-hydroxy-3,4-dihydro-2H-benzo[e][1,2]oxaborinine-8-carboxylic acid FC=1C=C(C=CC1P(=O)(O)O)[C@H](C(=O)N[C@@H]1B(OC2=C(C1)C=CC=C2C(=O)O)O)NC(=O)C2=NOC(=N2)C